bis(triethylbenzene) nickel [Ni].C(C)C=1C(=C(C=CC1)CC)CC.C(C)C=1C(=C(C=CC1)CC)CC